C(C(=C)C)(=O)N[C@@H](CC1=CC(=C(C=C1)O[Si](C)(C)C(C)(C)C)O[Si](C)(C)C(C)(C)C)C(=O)O N-methacryloyl-3,4-di(tert-butyl-dimethylsilyloxy)-L-phenylalanine